The molecule is a 2,3-trans-enoyl CoA(4-) obtained by deprotonation of the phosphate and diphosphate OH groups of (2E,14Z,17Z,20Z,23Z,26Z,29Z)-dotriacontaheptaenoyl-CoA; major species at pH 7.3. It is a conjugate base of a (2E,14Z,17Z,20Z,23Z,26Z,29Z)-dotriacontaheptaenoyl-CoA. CC/C=C\\C/C=C\\C/C=C\\C/C=C\\C/C=C\\C/C=C\\CCCCCCCCCC/C=C/C(=O)SCCNC(=O)CCNC(=O)[C@@H](C(C)(C)COP(=O)([O-])OP(=O)([O-])OC[C@@H]1[C@H]([C@H]([C@@H](O1)N2C=NC3=C(N=CN=C32)N)O)OP(=O)([O-])[O-])O